C1(=CC=CC2=CC=CC=C12)N(C1=CC=C(C=C1)C1=CC=C(C=C1)C1=CC=C(C=C1)C1=CC=C(C=C1)N(C1=CC=CC=C1)C1=CC=CC2=CC=CC=C12)C1=CC=CC=C1 N4,N4'''-di(naphthalen-1-yl)-N4,N4'''-diphenyl-[1,1':4',1'':4'',1'''-quaterphenyl]-4,4'''-diamine